dioxazolo[4,5-c]pyrrole O1ON=C2C=NC=C21